BrC1=CC=C(C=C1)C(=O)C1=C(OC(=C1)C)C (4-bromophenyl)(2,5-dimethyl-3-furanyl)methanone